CC1(OB(OC1(C)C)C=1C=C(C=CC1)N1C2=CC=CC=C2SC=2C=CC=CC12)C 10-[3-(4,4,5,5-tetramethyl-1,3,2-dioxaborolan-2-yl)phenyl]-10H-phenothiazine